(R)-3-((5-(3-aminopiperidin-1-yl)-2-(4-(methylsulfonyl)phenyl)pyridin-4-yl)methyl)imidazo[1,2-a]pyrazin-8-amine bis(2,2,2-trifluoroacetate) FC(C(=O)O)(F)F.FC(C(=O)O)(F)F.N[C@H]1CN(CCC1)C=1C(=CC(=NC1)C1=CC=C(C=C1)S(=O)(=O)C)CC1=CN=C2N1C=CN=C2N